FC(OC1=CC=C(C=N1)OCC=1OC=C(N1)C(=O)OC)(F)F methyl 2-(((6-(trifluoromethoxy)pyridin-3-yl)oxy)methyl)oxazole-4-carboxylate